2-(3-(((4-(2-((6-(1,2,3-thiadiazol-5-yl)-1H-pyrazolo[4,3-c]pyridin-4-yl)amino)ethoxy)butyl)amino)methyl)-5-(trifluoromethoxy)phenyl)ethan-1-ol S1N=NC=C1C1=CC2=C(C(=N1)NCCOCCCCNCC=1C=C(C=C(C1)OC(F)(F)F)CCO)C=NN2